6-methylquinoline-2,4-diol CC=1C=C2C(=CC(=NC2=CC1)O)O